ethyl 2-(cyclopropylmethyl)-8-(4-methoxyphenyl)-2,3-dihydro-1H-benzofuro[4,5-E][1,3]oxazine-9-carboxylate C1(CC1)CN1COC2=C(C1)C=1C(=C(OC1C=C2)C2=CC=C(C=C2)OC)C(=O)OCC